IC1=C(C2=C(S1)C(=CC=C2)N)CC(F)(F)F 2-iodo-3-(2,2,2-trifluoroethyl)benzo[b]thiophene-7-amine